ClC1=CC(=C(COC2=CC=CC(=N2)C2CCN(CC2)CC2=NC3=C(N2CC=2N=COC2)C=CC=C3)C=C1)F 2-[(4-{6-[(4-Chloro-2-fluorobenzyl)oxy]pyridin-2-yl}piperidin-1-yl)methyl]-1-(1,3-oxazol-4-ylmethyl)-1H-benzimidazol